CN1N=CC(=C1)C=1N=C(C=2N(C1)N=CC2)O[C@H]2CN(CCC2)S(=O)(=O)\C=C\C (R,E)-6-(1-methyl-1H-pyrazol-4-yl)-4-((1-(prop-1-en-1-ylsulfonyl)piperidin-3-yl)oxy)pyrazolo[1,5-a]pyrazine